C(C)OC1=C(C(=CC(=C1)CN1CCC(CC1)O)OCC)C1=CC=C(C=C1)F 1-((2,6-diethoxy-4'-fluoro-[1,1'-biphenyl]-4-yl)methyl)piperidin-4-ol